(2-Fluoro-4-((S)-1-((S)-2-oxo-4-(trifluoromethyl)imidazolidin-1-yl)ethyl)phenyl)carbamic acid tert-butyl ester C(C)(C)(C)OC(NC1=C(C=C(C=C1)[C@H](C)N1C(N[C@@H](C1)C(F)(F)F)=O)F)=O